ClC1=NC=C(C(=N1)C=1C=C(C(=NC1)NC(C)C)F)F 5-(2-chloro-5-fluoropyrimidin-4-yl)-3-fluoro-N-isopropylpyridin-2-amine